6-vinyl-1,3,5-triazine-2,4-diamine C(=C)C1=NC(=NC(=N1)N)N